C(C1=C[N+](=CC=C1)[O-])(=O)N Nicotinamide 1-oxide